(1R,2R)-2-amino-1-(4-nitrophenyl)propane N[C@@H](CC1=CC=C(C=C1)[N+](=O)[O-])C